Cl.Cl.O1CCN(CC1)CCOC1=CC=2NC3=CC(=CC=C3C2C=C1)OCCN1CCOCC1 2,7-bis-(morpholino-ethoxy)-carbazole dihydrochloride